N=1ON=C2C1C=CC(=C2)COC2=C(CN[C@](C(=O)O)(CO)C)C=C(C(=C2)OCC=2C(=C(C=CC2)C2=CC=CC=C2)Cl)[N+](=O)[O-] (S)-2-((2-(benzo[c][1,2,5]oxadiazol-5-ylmethoxy)-4-((2-chloro-[1,1'-biphenyl]-3-yl)methoxy)-5-nitrobenzyl)amino)-3-hydroxy-2-methylpropanoic acid